platinum-ruthenium-copper [Cu].[Ru].[Pt]